C1(=CC=CC=C1)C1=NN2C(=NC=3C=CC=CC3C2=N1)[C@@](N)(CO)C(=O)N 2-(2-phenyl-[1,2,4]triazolo[1,5-c]quinazolin-5-yl)-D-serinamide